C(C)C1CCC(CC1)[C@@H](C(=O)NC=1C=C2CC(CC2=CC1)(N1CC2(CC2)CNC1=O)C(NC)=O)NC(=O)C1=CC=NN1C N-((1S)-1-((1r,4S)-4-ethylcyclohexyl)-2-((2-(methylcarbamoyl)-2-(6-oxo-5,7-diazaspiro[2.5]octan-5-yl)-2,3-dihydro-1H-inden-5-yl)amino)-2-oxoethyl)-1-methyl-1H-pyrazole-5-carboxamide